NC=1C=C(C=CC1)NC1=NC(=NC=C1NCC1=CC=CC=C1)Cl N-(3-aminophenyl)-N5-benzyl-2-chloropyrimidine-4,5-diamine